C(#N)C=1C=NN2C1C(=CC(=C2)C=2C=NN(C2)C[C@H]2CN(CCC2)C(=O)OC(C)(C)C)OS(=O)(=O)C(F)(F)F t-Butyl (3R)-3-[[4-[3-cyano-4-(trifluoromethylsulfonyloxy) pyrazolo[1,5-a]pyridin-6-yl]pyrazol-1-yl]methyl]piperidine-1-carboxylate